C(C)(C)(C)[Si](C)(C)O[C@@H]1CN([C@@H](C1)C1=C(C(=CC=C1)OC)C)[S@@](=O)C(C)(C)C tert-Butyl-[(3S,5S)-1-[(S)-tert-butylsulfinyl]-5-(3-methoxy-2-methyl-phenyl)pyrrolidin-3-yl]oxy-dimethyl-silane